N-(3-chloro-5-(methylsulfonamido)phenyl)-5-(5-(difluoromethoxy)pyrimidin-2-yl)-1-methyl-1H-pyrrole-3-carboxamide ClC=1C=C(C=C(C1)NS(=O)(=O)C)NC(=O)C1=CN(C(=C1)C1=NC=C(C=N1)OC(F)F)C